The molecule is a phosphatidylcholine 38:6 in which the acyl groups specified at positions 1 and 2 are (5Z,8Z,11Z,14Z,17Z)-eicosapentaenoyl and (9Z)-octadecenoyl respectively. It derives from an oleic acid and an all-cis-5,8,11,14,17-icosapentaenoic acid. CCCCCCCC/C=C\\CCCCCCCC(=O)O[C@H](COC(=O)CCC/C=C\\C/C=C\\C/C=C\\C/C=C\\C/C=C\\CC)COP(=O)([O-])OCC[N+](C)(C)C